Tert-butyl alcohol sodium carbonate C([O-])([O-])=O.[Na+].C(C)(C)(C)O.[Na+]